D-fructofuranosyl β-D-glucopyranosyl-(1→6)-α-D-glucopyranoside [C@@H]1([C@H](O)[C@@H](O)[C@H](O)[C@H](O1)CO)OC[C@@H]1[C@H]([C@@H]([C@H]([C@@H](OC2(CO)[C@@H](O)[C@H](O)[C@H](O2)CO)O1)O)O)O